BrC=1C=C(C(=NC1)[N+](=O)[O-])O[C@H](C)C1=C(C=CC(=C1)F)C1=NC=CC=C1CC=1C(=NN(C1)CC)C#N (R)-4-((2-(2-(1-((5-bromo-2-nitropyridin-3-yl)oxy)ethyl)-4-fluorophenyl)pyridin-3-yl)methyl)-1-ethyl-1H-pyrazole-3-carbonitrile